FC=1C=C(C=CC1OC)C1=CN=C2N1C=CN=C2NC2=CC(=C(C(=O)N(CCN1CC(OCC1)CN(C(OC(C)(C)C)=O)C)C)C=C2)C tert-butyl N-[[4-[2-[[4-[[3-(3-fluoro-4-methoxy-phenyl)imidazo[1,2-a]pyrazin-8-yl] amino]-2-methyl-benzoyl]-methyl-amino] ethyl] morpholin-2-yl] methyl]-N-methylcarbamate